C(#N)C=1N=C(SC1)NC(C1=C(C=C(C=C1)F)NS(=O)(=O)C(C)C)=O N-(4-Cyanothiazol-2-yl)-4-fluoro-2-((1-methylethyl)sulfonamido)benzamide